1,4,5,8-tetrahydroxyanthraquinone magnesium [Mg].OC1=CC=C(C=2C(C3=C(C=CC(=C3C(C12)=O)O)O)=O)O